CS(=O)(=O)C=1C=C(C=CC1)CC1CC2(CN(C2)C(=O)N2C[C@H](CC2)C(=O)N)C1 (3S)-1-[6-[(3-Methylsulfonylphenyl)methyl]-2-azaspiro[3.3]heptane-2-carbonyl]pyrrolidine-3-carboxamide